CC(CCC1=CC=CC=C1)(O)C 1,1-di-methyl-3-phenylpropanol